(S)-5-(((6-(3-(2-(4-(((1-acetylpiperidin-4-yl)amino)methyl)-3-methoxyphenyl)-3-chloropyridin-4-yl)-2-chlorophenyl)-2-methoxypyridin-3-yl)methyl)amino)piperidin-2-one C(C)(=O)N1CCC(CC1)NCC1=C(C=C(C=C1)C1=NC=CC(=C1Cl)C=1C(=C(C=CC1)C1=CC=C(C(=N1)OC)CN[C@H]1CCC(NC1)=O)Cl)OC